4-[(2,4-dimethoxyphenyl)methylamino]-1-methyl-imidazo[1,5-a]quinoxaline-8-carboxylic acid COC1=C(C=CC(=C1)OC)CNC=1C=2N(C3=CC(=CC=C3N1)C(=O)O)C(=NC2)C